sodium stearoyl alaninate N[C@@H](C)C(=O)OC(CCCCCCCCCCCCCCCCC)=O.[Na]